2-amino-2-(5-chloroimidazo[1,2-a]pyridin-3-yl)acetonitrile NC(C#N)C1=CN=C2N1C(=CC=C2)Cl